2-ethyl-N-methyl-4-[[3-[3-(trifluoromethyl)-1H-pyrazol-4-yl]imidazo[1,2-a]pyrazin-8-yl]amino]benzamide C(C)C1=C(C(=O)NC)C=CC(=C1)NC=1C=2N(C=CN1)C(=CN2)C=2C(=NNC2)C(F)(F)F